ClC1=C(C(=NC=C1)N1C(C=2N(C=C1)C1=C(C2)CC(C1)(C)C)=O)COC(C)=O acetic acid (4-chloro-2-(7,7-dimethyl-1-oxo-1,6,7,8-tetrahydro-2H-cyclopenta[4,5]pyrrolo[1,2-a]pyrazin-2-yl)pyridin-3-yl)methyl ester